C[C@@H]1C=2N(CCN1C(=O)OC(C)(C)C)C(=NN2)C2=NC(=NS2)C tert-butyl (8R)-8-methyl-3-(3-methyl-1,2,4-thiadiazol-5-yl)-5H,6H,8H-[1,2,4]triazolo[4,3-a]pyrazine-7-carboxylate